(1R,3R,4R)-N-((R)-1-cyano-2-((R)-2-oxopyrrolidin-3-yl)ethyl)-2-((S)-3-cyclobutyl-2-(2,2,2-trifluoroacetamido)propanoyl)-5,5-difluoro-2-azabicyclo[2.2.2]octane-3-carboxamide C(#N)[C@@H](C[C@@H]1C(NCC1)=O)NC(=O)[C@@H]1N([C@H]2CC([C@@H]1CC2)(F)F)C([C@H](CC2CCC2)NC(C(F)(F)F)=O)=O